C(#N)C=1C=NN2C1C(=CC(=C2)C=2N=NN(C2C)C2CCNCC2)OC(C)C2=C(C(=O)N)C=CC=C2 2-[1-[3-cyano-6-[5-methyl-1-(4-piperidyl)triazol-4-yl]pyrazolo[1,5-a]pyridin-4-yl]oxyethyl]benzamide